CC=1N=C2N(C=CC(=C2)C=2N=C3N(C(C2)=O)C=C(C=C3)C3CCN(CC3)C)C1 2-(2-methylimidazo[1,2-a]pyridin-7-yl)-7-(1-methylpiperidin-4-yl)-4H-pyrido[1,2-a]pyrimidin-4-one